FC1=C(C(=CC=C1C1=NN(C(=C1)C1NCCC1)C)O)N1CC(NS1(=O)=O)=O 5-(2-fluoro-6-hydroxy-3-(1-methyl-5-(pyrrolidin-2-yl)-1H-pyrazol-3-yl)phenyl)-1,2,5-thiadiazolidin-3-one 1,1-dioxide